N1(CCC1)C(CN1C(N(C2=NC=C(C=C21)C=2SC(=CC2)COC([2H])([2H])[2H])C)=O)=O 1-[2-(azetidin-1-yl)-2-oxo-ethyl]-3-methyl-6-[5-(trideuteriomethoxymethyl)-2-thienyl]imidazo[4,5-b]pyridin-2-one